2-acryloylthioethylthio-5-n-butylthio-1,3,4-thiadiazole C(C=C)(=O)SCCSC=1SC(=NN1)SCCCC